N-[4-fluoro-2-[rac-(3R)-3,4-dimethylpiperazin-1-yl]-5-[2-[rac-(2R)-2-methylmorpholin-4-yl]pyrimidin-5-yl]phenyl]-6-oxo-4-(trifluoromethyl)-1H-pyridine-3-carboxamide FC1=CC(=C(C=C1C=1C=NC(=NC1)N1C[C@H](OCC1)C)NC(=O)C1=CNC(C=C1C(F)(F)F)=O)N1C[C@H](N(CC1)C)C |r|